FC=1C=C(OC2=CC(=C(C=C2)NC(OCC=2C(=C3C(N(CC3=CC2)C2C(NC(CC2)=O)=O)=O)OC2CCOCC2)=O)F)C=C(C1)F [2-(2,6-dioxopiperidin-3-yl)-4-(oxan-4-yloxy)-3-oxo-2,3-dihydro-1H-isoindol-5-yl]methyl N-[4-(3,5-difluorophenoxy)-2-fluorophenyl]carbamate